N4-(6,6-dimethyl-5-{[(2S)-2,4,5,5-tetramethylpiperazin-1-yl]carbonyl}-1,4,5,6-tetrahydropyrrolo[3,4-c]pyrazol-3-yl)-N2,N2-dimethylpyrimidine-2,4-diamine CC1(N(CC2=C1NN=C2NC2=NC(=NC=C2)N(C)C)C(=O)N2[C@H](CN(C(C2)(C)C)C)C)C